7-amino-3-(2,6-difluoro-3,5-dimethoxyphenyl)-1-methyl-8-(1H-pyrazol-4-yl)-3,4-dihydro-pyrido[4,3-d]pyrimidin-2(1H)-one NC1=C(C=2N(C(N(CC2C=N1)C1=C(C(=CC(=C1F)OC)OC)F)=O)C)C=1C=NNC1